CC(C(C(=O)O)C(=O)O)=CC(CC)C 2,4-dimethyl-2-hexenedicarboxylic acid